2'-chloro-6'-(4-methoxybenzyl)spiro[cyclohexane-1,5'-pyrrolo[3,4-b]pyridine]-4,7'(6'H)-dione ClC1=CC=C2C(=N1)C(N(C21CCC(CC1)=O)CC1=CC=C(C=C1)OC)=O